C(#N)C1=CC(=C2C=C(N(C2=C1)CC1CC1)NC(CC(C)(C)C)=O)F N-(6-cyano-1-(cyclopropylmethyl)-4-fluoro-1H-indol-2-yl)-3,3-dimethylbutyramide